C(C)(C)(C)OC(=O)N1[C@@]2(CN(C[C@H]1CC2)C(C2=CC=CC=C2)(C2=CC=CC=C2)C2=CC=CC=C2)F (1r,5r)-1-fluoro-3-trityl-3,8-diazabicyclo[3.2.1]octane-8-carboxylic acid tert-butyl ester